FC1=C(C=CC(=C1)OC)C1=CC(=NO1)C(=O)NCC(C)(C=1C=NN(C1)C)C1=NC(=CC=C1)OC 5-(2-fluoro-4-methoxy-phenyl)-N-[2-(6-methoxy-2-pyridyl)-2-(1-methylpyrazol-4-yl)propyl]isoxazole-3-carboxamide